(1-(3-(3-cyanophenyl)-quinoxalin-2-yl)pyrrolidin-3-yl)isobutyramide C(#N)C=1C=C(C=CC1)C=1C(=NC2=CC=CC=C2N1)N1CC(CC1)C(C(=O)N)(C)C